OC1=CC=C(OC(C(=O)[O-])(C)C)C=C1 2-(4-hydroxyphenoxy)-2-methylpropionate